C[C@@H]1CC[C@H](N1)C(=O)OC methyl (2S,5R)-5-methylpyrrolidine-2-carboxylate